C(C=1C(O)=CC=CC1)=NC1CC(CCC1)N=CC=1C(O)=CC=CC1 N,N'-disalicylidene-1,3-cyclohexanediamine